O=C1NC(CCC1C1=NN(C2=C(C=CC=C12)OC1CCN(CC1)C(C(=O)NC1=CC=C(C=C1)OC)=O)C)=O 2-(4-((3-(2,6-Dioxopiperidin-3-yl)-1-methyl-1H-indazol-7-yl)oxy)piperidin-1-yl)-N-(4-methoxyphenyl)-2-oxoacetamide